4-(4'-chloro-4-cyclopropyl-2'-fluoro[1,1'-bi-phenyl]-3-yl)-5-hydroxy-2,2,6,6-tetramethyl-2H-pyran-3(6H)-one ClC1=CC(=C(C=C1)C1=CC(=C(C=C1)C1CC1)C=1C(C(OC(C1O)(C)C)(C)C)=O)F